C(C1CO1)N[2H] glycidylamine-d